7-Fluoro-8-(6-fluoro-1-methylsulfonyl-1H-indol-4-yl)-1,4,4-trimethyl-9-(trifluoromethyl)-5H-[1,2,4]triazolo[4,3-a]quinoxaline FC=1C=C2NC(C=3N(C2=C(C1C1=C2C=CN(C2=CC(=C1)F)S(=O)(=O)C)C(F)(F)F)C(=NN3)C)(C)C